N-(4-((2-(1,1-difluoroethyl)-6-methylpyrimidin-4-yl)amino)-5-(2-((2-methoxyethyl)(methyl)amino)thiazol-4-yl)pyridin-2-yl)acetamide FC(C)(F)C1=NC(=CC(=N1)NC1=CC(=NC=C1C=1N=C(SC1)N(C)CCOC)NC(C)=O)C